(S)-N-((S)-1-amino-1-oxo-3-((S)-2-oxopyrrolidin-3-yl)propan-2-yl)-6-azaspiro[2.5]octane-5-carboxamide hydrochloride Cl.NC([C@H](C[C@H]1C(NCC1)=O)NC(=O)[C@@H]1CC2(CC2)CCN1)=O